C(C)N=S(=O)C N-ethyl-S-methylsulfoximine